(5-bromo-7-iodo-2H,3H-[1,4]dioxino[2,3-c]pyridin-2-yl)methanol BrC1=NC(=CC2=C1OCC(O2)CO)I